FC(=C1CCC(CC1)OC1(CC1)CO)F [1-[4-(difluoromethylene)cyclohexyloxy]cyclopropyl]methanol